C(C)(C)(C)OC(=O)NCC#CC=1C=CC(=NC1)N1CCN(CC1)CCCC(=O)O 4-(4-(5-(3-((tert-butoxycarbonyl)amino)prop-1-yn-1-yl)pyridin-2-yl)piperazin-1-yl)butyric acid